F[P-](F)(F)(F)(F)F.CN(C)C(N(C)C)=[N+]1N=[N+](C2=NC=CC=C21)[O-] [bis(dimethylamino)methylene]-1H-[1,2,3]triazolo[4,5-b]pyridin-1-ium 3-oxide hexafluorophosphate